FC=1C=C(C(=CC1F)C(=O)O)C(=O)O 4,5-difluoro-1,2-benzenedicarboxylic acid